CCCCCCCCCCCCCCCC/C=C\OC[C@H](COP(=O)(O)OC[C@@H](C(=O)O)N)OC(=O)CCCCCCCCCCCCC 1-(1Z-octadecenyl)-2-tetradecanoyl-glycero-3-phosphoserine